[N+](=O)([O-])C=1C=C(C=C2C[C@H](NC12)CC(=O)O)S(N)(=O)=O (S)-2-(7-nitro-5-sulfamoyl-indolin-2-yl)acetic acid